7-((4-fluorophenyl)(methyl)amino)-4-(o-tolyl)-2H-chromen-2-one FC1=CC=C(C=C1)N(C1=CC=C2C(=CC(OC2=C1)=O)C1=C(C=CC=C1)C)C